4,6-dibromo-pyrimidine BrC1=NC=NC(=C1)Br